3-(1-(3-bromo-7-fluoro-6-quinolinyl)ethyl)-3H-imidazo[4,5-b]pyrazine-5-carboxylic acid ethyl ester C(C)OC(=O)C=1N=C2C(=NC1)N=CN2C(C)C=2C=C1C=C(C=NC1=CC2F)Br